2,6,10-trimethyldodecanoic acid methyl ester COC(C(CCCC(CCCC(CC)C)C)C)=O